6,7-dimethyl-2-((2S)-2-(1-methyl-1H-pyrazol-4-yl)-4-morpholinyl)-4-(2,4,5-trifluorophenyl)pteridine CC=1N=C2C(=NC(=NC2=NC1C)N1C[C@@H](OCC1)C=1C=NN(C1)C)C1=C(C=C(C(=C1)F)F)F